The molecule is a monocarboxylic acid anion that is the conjugate base of 5-[(9Z)-hexadecenoyloxy]octadecanoic acid, obtained by deprotonation of the carboxy group; major species at pH 7.3. It is a conjugate base of a 5-[(9Z)-hexadecenoyloxy]octadecanoic acid. CCCCCCCCCCCCCC(CCCC(=O)[O-])OC(=O)CCCCCCC/C=C\\CCCCCC